FC(OC1=CC=C(C=C1)C1=CC(=NC(=N1)C=1C=NC=CC1)C(=O)O)(F)F 6-(4-trifluoromethoxyphenyl)-2-(3-pyridinyl)pyrimidine-4-carboxylic acid